C1(CC1)/C=C/C=1C=CC(=C(C1)O)C 5-[(E)-2-cyclopropylvinyl]-2-methyl-phenol